FC1=C(C(=CC=C1)OC)OC 1-fluoro-2,3-dimethoxybenzene